10Z-hexadecenyl acetate CCCCC/C=C\CCCCCCCCCOC(=O)C